(2S)-2-[9H-fluoren-9-ylmethoxycarbonyl(methyl)amino]-3-(2,2,2-trifluoroethoxy)propanoic acid C1=CC=CC=2C3=CC=CC=C3C(C12)COC(=O)N([C@H](C(=O)O)COCC(F)(F)F)C